3-butyl-6,6-dimethyl-2-phenyl-2,3,6,7-tetrahydrocyclopenta[1,3]oxazin-4(5H)-one C(CCC)N1C(OC2=C(C1=O)CC(C2)(C)C)C2=CC=CC=C2